3-(2-(furan-2-yl)vinyl)-5,5-dimethylcyclohex-2-en-1-one O1C(=CC=C1)C=CC1=CC(CC(C1)(C)C)=O